BrC1=NC2=CC=C(C=C2C=C1)C1=NC2=C3N=C(C=CC3=CC=C2C=C1)C1=CC=CC=C1 2-(2-bromoquinolin-6-yl)-9-phenyl-1,10-phenanthroline